3-fluoropyrazole FC1=NNC=C1